2,6-dichloro-9-(1-methyl-1H-pyrazol-4-yl)-9H-purine ClC1=NC(=C2N=CN(C2=N1)C=1C=NN(C1)C)Cl